O[C@@H](C(=O)[O-])CCC(=O)[O-] R-2-HYDROXYGLUTARAT